glucaric acid monosodium salt [Na+].O=C([C@H](O)[C@@H](O)[C@H](O)[C@H](O)C(=O)[O-])O